COC[C@H]1C[C@@]2(CC(CN2C1)=C)C(=O)OC methyl (2S,7aR)-2-(methoxymethyl)-6-methylidene-tetrahydro-1H-pyrrolizine-7a-carboxylate